(S)-N-[(1R)-1-(2-{bis[(4-methoxyphenyl)methyl]amino}pyridin-3-yl)-2-cyclobutylethyl]-2-methylpropane-2-sulfinamide COC1=CC=C(C=C1)CN(C1=NC=CC=C1[C@@H](CC1CCC1)N[S@@](=O)C(C)(C)C)CC1=CC=C(C=C1)OC